C(C)(C)(C)OC(=O)NC(C(=O)O)C(C)(C)C 2-((tert-butoxycarbonyl)amino)-3,3-dimethylbutanoic acid